N-octyl-aniline C(CCCCCCC)NC1=CC=CC=C1